C(C)(C)[Si](N1C=CC2=CC=CC=C12)(C(C)C)C(C)C 1-(Triisopropylsilyl)indole